ClC1=C(C(=NN1C)C1=NOC(=C1)C)CN1CC2(C1)CN(CC2)CCC(C)(C)C 3-(5-Chloro-4-((6-(3,3-dimethylbutyl)-2,6-diazaspiro[3.4]octan-2-yl)methyl)-1-methyl-1H-pyrazol-3-yl)-5-methylisoxazole